ClC=1C=C(C=C(C1)F)NC(=O)C1CC2(CNC2)C1 N-(3-chloro-5-fluorophenyl)-2-azaspiro[3.3]heptane-6-carboxamide